OC=1C=C(CNC(CSC=2OC3=C(N2)C=CC(=C3)F)=O)C=CC1O N-(3,4-dihydroxybenzyl)-2-((6-fluorobenzo[d]oxazol-2-yl)thio)acetamide